CN(C)CC(CCCCCCCC\C=C/CCCCCC(=O)OCC)CCCCCC ethyl (7Z)-17-[(dimethylamino)methyl]tricos-7-enoate